NC1(CCC1)C1=NC=C(C=N1)C1=CC2=C(N=C3N2[C@H]2C4=C(C(N([C@@H]3C2)C)=O)C=CC=C4C#C)C=C1 (7R,14R)-11-(2-(1-aminocyclobutyl)pyrimidin-5-yl)-1-ethynyl-6-methyl-6,7-dihydro-7,14-methanobenzo[f]benzo[4,5]imidazo[1,2-a][1,4]diazocin-5(14H)-one